Tert-butyl (1-(6-(N-(1-(2-cyclohexyl-5-methylphenoxy) cyclopropanecarbonyl)sulfamoyl)pyridin-2-yl)-4-(hydroxymethyl)piperidin-4-yl)carbamate C1(CCCCC1)C1=C(OC2(CC2)C(=O)NS(=O)(=O)C2=CC=CC(=N2)N2CCC(CC2)(CO)NC(OC(C)(C)C)=O)C=C(C=C1)C